4-(4-fluorophenyl)-1-(3-methoxy-2,6-dimethylbenzyl)-3-methyl-6-(methylthio)pyridazin-1-ium iodide [I-].FC1=CC=C(C=C1)C1=C(N=[N+](C(=C1)SC)CC1=C(C(=CC=C1C)OC)C)C